(3-bromothien-2-yl)(4-(2-((2-chlorophenylethyl)amino)phenyl)piperazin-1-yl)methanone BrC1=C(SC=C1)C(=O)N1CCN(CC1)C1=C(C=CC=C1)NCCC1=C(C=CC=C1)Cl